3-(4-Amino-2-methoxypyrimidin-5-yl)-1-(4-fluoro-2-methylphenyl)-6-(trifluoromethyl)-2,3-dihydroquinazolin NC1=NC(=NC=C1N1CN(C2=CC=C(C=C2C1)C(F)(F)F)C1=C(C=C(C=C1)F)C)OC